OC1=C(C=CC2=C1CCO2)C=2C(N(C(=NN2)N[C@H]2CN(CCC2)C)C)=O (R)-6-(4-hydroxy-2,3-dihydrobenzofuran-5-yl)-4-methyl-3-((1-methylpiperidin-3-yl)amino)-1,2,4-triazine-5(4H)-one